O1C=C(C=C1)C=1C(=CC2=CN(N=C2C1)CC(C)(C)O)NC(=O)C=1N=C(SC1)C=1C=NC=CC1 N-(6-(furan-3-yl)-2-(2-hydroxy-2-methylpropyl)-2H-indazol-5-yl)-2-(pyridin-3-yl)thiazole-4-carboxamide